[4-(p-tolylsulfonyl)morpholin-2-yl]benzothiophene-2-carboxamide C1(=CC=C(C=C1)S(=O)(=O)N1CC(OCC1)C1=C(SC2=C1C=CC=C2)C(=O)N)C